6-bromo-2-fluoro-7-methyl-5-(pyrimidin-2-yl)-7H-pyrrolo[2,3-d]pyrimidin-4-amine BrC1=C(C2=C(N=C(N=C2N)F)N1C)C1=NC=CC=N1